2-(4-ethylpiperazin-1-yl)pyrimidin-5-ylboronic acid C(C)N1CCN(CC1)C1=NC=C(C=N1)B(O)O